iso-vanillic acid C(C1=CC(O)=C(OC)C=C1)(=O)O